FC1=CC=C(C=C1)N1N=CC2=CC(=C(C=C12)C)C12CN(CC2C1C1=CC=CC=C1)C1=NC=CC=N1 1-(4-fluorophenyl)-6-methyl-5-(6-phenyl-3-(pyrimidin-2-yl)-3-azabicyclo[3.1.0]hexan-1-yl)-1H-indazole